C1(=CC=CS1)C(=O)N 2-thenamide